C=C1N=NC(C1)=C 3,5-dimethylenepyrazole